C(#N)C1=CC=C(C=C1)C(OC1=CC=C(C(=O)NCCO)C=C1)C(NC=1SC2=C(N1)C=C(C(=C2)OC)OC)=O 4-[(4-Cyano-phenyl)-(5,6-dimethoxy-benzothiazol-2-ylcarbamoyl)-methoxy]-N-(2-hydroxy-ethyl)-benzamide